P(=O)(OCCC(C(C(C(C(C(C(C(F)(F)F)(F)F)(F)F)(F)F)(F)F)(F)F)(F)F)(F)F)([O-])[O-] mono(2-(perfluorooctyl) ethyl) phosphate